C1(CC1)C1=C(C(=NO1)C1=C(C=CC=C1Cl)Cl)CO[C@H]1[C@@H]2CN([C@H](C1)C2)C=2SC1=C(N2)C(=CC(=C1)C=1N=NNN1)OC(F)(F)F 2-[(1S,4S,5R)-5-{[5-cyclopropyl-3-(2,6-dichlorophenyl)-1,2-oxazol-4-yl]methoxy}-2-azabicyclo[2.2.1]heptan-2-yl]-6-(2H-1,2,3,4-tetrazol-5-yl)-4-(trifluoromethoxy)-1,3-benzothiazole